N-(4,5-bis-methylsulfonyl-2-methyl-benzoyl)-guanidine CS(=O)(=O)C1=CC(=C(C(=O)NC(=N)N)C=C1S(=O)(=O)C)C